4-chloro-5-fluoro-1'-{[3-iodo-1-(oxan-2-yl)-1H-indazol-5-yl]Carbonyl}-2-oxo-1,2-dihydrospiro[indole-3,4'-piperidine] ClC1=C2C(=CC=C1F)NC(C21CCN(CC1)C(=O)C=1C=C2C(=NN(C2=CC1)C1OCCCC1)I)=O